FC(C1=CC=CC(=N1)CC(=O)N)(F)F 2-(6-(trifluoromethyl)pyridin-2-yl)acetamide